(4-(7H-pyrrolo[2,3-d]pyrimidin-4-yl)-3,4-dihydro-2H-1,4-thiazin-6-yl)((3R,5S)-3-amino-5-methylpiperidin-1-yl)methanone hydrochloride Cl.N1=CN=C(C2=C1NC=C2)N2CCSC(=C2)C(=O)N2C[C@@H](C[C@@H](C2)C)N